OC1=C(C(=O)C2=CC=CC=C2)C=CC(=C1)OCCCCCCCC 2-hydroxy-4-1-octyloxybenzophenone